CN1C=NC=2C=CC3=C(N=C(S3)N3C(NC[C@H]3C#CC)=O)C21 |r| (RS)-1-(8-methyl-8H-imidazo[4',5':5,6]benz[1,2-d]thiazol-2-yl)-5-(prop-1-yn-1-yl)imidazolidin-2-one